1-(4-(4-(5-(2-bromo-6-fluorophenyl)-4,5-dihydroisoxazol-3-yl)thiazol-2-yl)piperidin-1-yl)-2-((6-(trifluoromethyl)pyridazin-3-yl)oxy)ethan-1-one BrC1=C(C(=CC=C1)F)C1CC(=NO1)C=1N=C(SC1)C1CCN(CC1)C(COC=1N=NC(=CC1)C(F)(F)F)=O